ClC1=CC=C(CN2C(=NC=3N(C(N(C(C23)=O)CCCO)=O)CC)OC2=CC(=CC=C2)CC)C=C1 7-(4-chlorobenzyl)-3-ethyl-8-(3-ethylphenoxy)-1-(3-hydroxypropyl)-1H-purine-2,6(3H,7H)-dione